tert-butyl 7-(6-{2,8-dimethylimidazo[1,2-b]pyridazin-6-yl}-8-methyl-1-oxoisoquinolin-2-yl)-4-azaspiro[2.5]octane-4-carboxylate CC=1N=C2N(N=C(C=C2C)C=2C=C3C=CN(C(C3=C(C2)C)=O)C2CCN(C3(CC3)C2)C(=O)OC(C)(C)C)C1